C(C)(C)(C)OC(N[C@@H](COC)C1=CC(=CC=C1)OC(F)(F)F)=O (R)-(2-methoxy-1-(3-(trifluoromethoxy)phenyl)ethyl)carbamic acid tert-butyl ester